[Cl-].[Cl-].[Ta+2].ClC=C(Cl)Cl trichloroethylene tantalum dichloride